propylene glycol mono-iso-undecyl ether (S,E)-Methyl-7-(1-(2-(2-adamantylamino)-2-oxoethyl)-2-oxo-1,2-dihydropyridin-3-ylamino)-6-((R)-morpholin-3-carboxamido)-7-oxohept-2-enoat C/C(/C(=O)OC(COCCCCCCCCC(C)C)C)=C\CC[C@@H](C(=O)NC=1C(N(C=CC1)CC(=O)NC1C2CC3CC(CC1C3)C2)=O)NC(=O)[C@@H]2NCCOC2